IC=1C=CC(=NC1)O[C@H]1CN(CCC1)C/C=C/C(=O)N(C)C (R,E)-4-(3-((5-Iodopyridin-2-yl)oxy)piperidin-1-yl)-N,N-dimethylbut-2-enamide